(2S,3R)-3-Hydroxy-Nα-methyl-Nα-Fmoc-asparagine benzyl ester C(C1=CC=CC=C1)OC([C@@H](N(C(=O)OCC1C2=CC=CC=C2C2=CC=CC=C12)C)[C@H](C(N)=O)O)=O